cycloheptene-3-boronic acid C1=CC(CCCC1)B(O)O